C12CCCCC2C1C(=O)OCC ethyl bicyclo[4.1.0]heptane-7-carboxylate